ClC=1C=CC=C2C=C(NC12)C(=O)N1[C@@H]2CC([C@H]([C@H]1C(=O)N[C@@H](C[C@H]1C(NCC1)=O)\C=C(\S(=O)(=O)C)/F)CC2)(F)F (1S,3S,4S)-2-(7-Chloro-1H-indole-2-carbonyl)-5,5-difluoro-N-((S,E)-4-fluoro-4-(methylsulfonyl)-1-((S)-2-oxopyrrolidin-3-yl)but-3-en-2-yl)-2-azabicyclo[2.2.2]octane-3-carboxamide